1,3,3,5,7-pentamethyl-5-(o-tolyl)octahydrobenzo[c]isoxazole CN1OC(C2C1C(CC(C2)(C2=C(C=CC=C2)C)C)C)(C)C